perchloromethylmercaptan sulfur [S].ClC(Cl)(Cl)S